C(C)(C)OC1=CC=C(C=N1)CN1CCC(CC1)C=1C=C2CN(C(C2=CC1)=O)C1C(NC(CC1)=O)=O 3-(5-(1-((6-isopropoxypyridin-3-yl)methyl)piperidin-4-yl)-1-oxoisoindolin-2-yl)piperidine-2,6-dione